The molecule is polyoxin C in which the primary amino group has been condensed with L-tryptophan to form a peptide bond. C1=CC=C2C(=C1)C(=CN2)C[C@@H](C(=O)N[C@@H]([C@@H]3[C@H]([C@H]([C@@H](O3)N4C=CC(=O)NC4=O)O)O)C(=O)O)N